(R)-3-((tert-Butoxycarbonyl)amino)-5-(((S)-1-((naphthalen-1-ylmethyl)amino)-1-oxopropan-2-yl)amino)-5-oxopentanoic acid C(C)(C)(C)OC(=O)N[C@@H](CC(=O)O)CC(=O)N[C@H](C(=O)NCC1=CC=CC2=CC=CC=C12)C